C(C)(=O)C=1C=C(NC1)C(=O)NCC1=C(C=CC=C1)F 4-acetyl-N-(2-fluorobenzyl)-1H-pyrrole-2-carboxamide